C1(=C(C=CC=C1)C#CC1=NNC2=CC=C(C=C12)C(=O)N1CC2(CC1)CCOCC2)C2=CC=CC=C2 (3-([1,1'-Biphenyl]-2-ylethynyl)-1H-indazol-5-yl)(8-oxa-2-azaspiro[4.5]decan-2-yl)methanone